C(C)N(CC)PN(CC)CC bis-diethylaminophosphine